Cl.NC1(CC(C1)OCC)C(=O)OC Methyl Trans-1-Amino-3-Ethoxycyclobutane-1-Carboxylate Hydrochloride